(E)-6-(4-methoxybenzyl)-3-methyl-1-(2-((3-oxo-3-(4-(5-(trifluoromethyl)pyrimidin-2-yl)piperazin-1-yl)prop-1-en-1-yl)oxy)ethyl)-2,3,4,6-tetrahydropyrido[2,3-d]pyridazin-5(1H)-one COC1=CC=C(CN2N=CC3=C(C2=O)CC(CN3CCO\C=C\C(N3CCN(CC3)C3=NC=C(C=N3)C(F)(F)F)=O)C)C=C1